C(C)OC(=O)C1(CCC1)C(O)C1=CC(=CC2=C1N=C(S2)Cl)OC 1-((2-chloro-6-methoxybenzo[d]thiazol-4-yl)(hydroxy)methyl)cyclobutane-1-carboxylic acid ethyl ester